BrC1=C2C(=CN=C1NC1CCC3(C(NC(N3)=O)=O)CC1)OC(=C2)C(=O)N 4-bromo-5-({2,4-dioxo-1,3-diazaspiro[4.5]decan-8-yl}amino)furo[2,3-c]pyridine-2-carboxamide